N1=CC=CC2=CC=CC(=C12)C1=C(C(=O)N)C=CC=N1 (quinolin-8-yl)nicotinamide